1-({3,4-difluoro-2-[(2-fluoro-4-iodophenyl)amino]phenyl}carbonyl)azetidin-3-amine FC=1C(=C(C=CC1F)C(=O)N1CC(C1)N)NC1=C(C=C(C=C1)I)F